C(C)C1(C=2C(=NC(=C1)NC1=CC=C(C=3CCOC31)S(=O)(=O)N3CCC(CC3)N3CCOCC3)NCC2C(F)(F)F)N 4-ethyl-N6-(4-((4-morpholinopiperidin-1-yl)sulfonyl)-2,3-dihydrobenzofuran-7-yl)-3-(trifluoromethyl)-1H-pyrrolo[2,3-b]pyridine-4,6-diamine